(2S)-2-hydroxy-2-methyl-3-oxobutanoic acid O[C@](C(=O)O)(C(C)=O)C